ClC1=C(C=CC=C1Cl)N1CCN(CC1)CCC1CC(C1)NC(CC1=CC(=NO1)C)=O N-(3-(2-(4-(2,3-Dichlorophenyl)piperazin-1-yl)ethyl)cyclobutyl)-2-(3-methylisoxazol-5-yl)acetamide